2-(3-Bromo-1H-pyrazol-1-yl)-2-methylpropanoic acid BrC1=NN(C=C1)C(C(=O)O)(C)C